FC1=CC=C(C=C1)C1=C(N=C2N1C(=NC=C2)N)C2=CC=C(C=C2)[N+](=O)[O-] 3-(4-fluorophenyl)-2-(4-nitrophenyl)imidazo[1,2-c]pyrimidin-5-amine